(S)-3-((R)-3-(1-(8-((R)-1-(2,4-dichlorophenyl)ethoxy)-[1,2,4]triazolo[1,5-a]pyridin-6-yl)azetidin-3-yl)piperidin-1-yl)propane-1,2-diol ClC1=C(C=CC(=C1)Cl)[C@@H](C)OC=1C=2N(C=C(C1)N1CC(C1)[C@@H]1CN(CCC1)C[C@@H](CO)O)N=CN2